C(C)OC=1C=C(C=CC1C=1NC(C2=C(N1)NN=N2)=O)C2=CC(=C(C=C2)C(=O)O)OC 3'-ethoxy-3-methoxy-4'-(7-oxo-6,7-dihydro-3H-[1,2,3]triazolo[4,5-d]pyrimidin-5-yl)-[1,1'-biphenyl]-4-carboxylic acid